O=C1NN=CC=C1C(=O)N 3-OXO-2,3-DIHYDROPYRIDAZINE-4-CARBOXAMIDE